3-(isoindolin-5-yl)-1H-indole C1NCC2=CC(=CC=C12)C1=CNC2=CC=CC=C12